(1S)-N-(6-((S)-4-((3S,4S)-4-hydroxy-3-methyltetrahydrofuran-3-yl)-3-methylpiperazin-1-yl)-7-methylisoquinolin-3-yl)-6-oxaspiro[2.5]octane-1-carboxamide O[C@H]1[C@@](COC1)(C)N1[C@H](CN(CC1)C=1C=C2C=C(N=CC2=CC1C)NC(=O)[C@H]1CC12CCOCC2)C